O=C1N(CC2=CC(=CC=C12)O[C@H]1[C@@H](CCCC1)N1CC(C1)OC1=NC=CN=C1)C1C(NC(CC1)=O)=O 3-(1-oxo-5-(((1R,2R)-2-(3-(pyrazin-2-yloxy)azetidin-1-yl)cyclohexyl)oxy)isoindolin-2-yl)piperidine-2,6-dione